ClC1=NSN=C1C=1CN(CCC1)C 3-chloro-4-(1-methyl-1,2,5,6-tetrahydropyridin-3-yl)-1,2,5-thiadiazole